FC=1C=C(C=CC1F)C[C@@H](C(=O)O)NC(=O)OCC[Si](C)(C)C (2S)-3-(3,4-difluorophenyl)-2-(2-trimethylsilylethoxycarbonylamino)propionic acid